3-(3-fluoro-5-(trifluoromethyl)pyridin-2-yl)-5-methoxybenzothiazol-2(3H)-one FC=1C(=NC=C(C1)C(F)(F)F)N1C(SC2=C1C=C(C=C2)OC)=O